NC=1N=CC(=NC1C1=NC=NC=C1)C=1C=C(C=CC1C([2H])([2H])[2H])S(=O)(=O)NC12CCN(CC1)C2 3-(5-amino-6-(pyrimidin-4-yl)pyrazin-2-yl)-N-(1-azabicyclo[2.2.1]heptan-4-yl)-4-(methyl-d3)benzenesulfonamide